8-cyclopropyl-3-(4-nitrophenyl)-3,8-diazabicyclo[3.2.1]octane C1(CC1)N1C2CN(CC1CC2)C2=CC=C(C=C2)[N+](=O)[O-]